4-methyl-2-(2-(piperazine-1-yl)pyrimidine-5-yl)thiazole-5-formamide ammonium [NH4+].CC=1N=C(SC1C(=O)N)C=1C=NC(=NC1)N1CCNCC1